P(=O)(OCC([N+](C)(C)C)CCOC(C(CSCCCCCCCCCCCC)C)=O)([O-])[O-] 2-[3-(dodecylsulfanyl)-2-methylpropionyloxy]ethyl-2-(trimethylammonio)ethyl phosphate